N-[4-[4-[2-(azetidin-3-yl)acetyl]piperazine-1-carbonyl]-3-chloro-phenyl]-5-(2,3-difluoro-4-methoxy-phenyl)-1-methyl-imidazole-2-carboxamide N1CC(C1)CC(=O)N1CCN(CC1)C(=O)C1=C(C=C(C=C1)NC(=O)C=1N(C(=CN1)C1=C(C(=C(C=C1)OC)F)F)C)Cl